ClC1=NC=CC2=C1COC21CN([C@H](C1)C)C(=O)OC(C)(C)C tert-Butyl (5'S)-4-chloro-5'-methyl-3H-spiro[furo[3,4-c]pyridine-1,3'-pyrrolidine]-1'-carboxylate